2-(5-bromo-1H-indazol-1-yl)-2-methyl-1-propanol BrC=1C=C2C=NN(C2=CC1)C(CO)(C)C